BrC1=C2CNC(C2=CC(=C1)C(=C)OCC)=O 4-bromo-6-(1-ethoxyethenyl)-2,3-dihydroisoindol-1-one